ClC1=C(C=CC=C1)CN1N=C(C=C1C1=CN=C(S1)OCC(C)C)CO [1-[(2-chlorophenyl)methyl]-5-[2-(2-methylpropoxy)-1,3-thiazol-5-yl]-1H-pyrazol-3-yl]methanol